ethyl 4-chloro-6-methylpyrazolo[1,5-a]pyrazine-2-carboxylate ClC=1C=2N(C=C(N1)C)N=C(C2)C(=O)OCC